13-tetradecynic acid C(CCCCCCCCCCCC#C)(=O)O